3-[[4-(2,6-dimethylphenyl)-6-[(2R)-2-[[5-(4,4-dimethyl-1-piperidyl)pyrimidin-2-yl]methylamino]-4,4-dimethyl-pentoxy]pyrimidin-2-yl]sulfamoyl]benzoic acid CC1=C(C(=CC=C1)C)C1=NC(=NC(=C1)OC[C@@H](CC(C)(C)C)NCC1=NC=C(C=N1)N1CCC(CC1)(C)C)NS(=O)(=O)C=1C=C(C(=O)O)C=CC1